ClC1=C2C(=NC=C1)NC(=C2C=2C=CC(=C(C2)NC(C=C)=O)C)C2=CC=C(C=C2)OCCCN2CCN(CC2)CC N-(5-(4-chloro-2-(4-(3-(4-ethylpiperazin-1-yl)propoxy)phenyl)-1H-pyrrolo[2,3-b]pyridin-3-yl)-2-methylphenyl)acrylamide